BrC1=CC2=C(N(C(=N2)NC(C2=CC(=CC=C2)C(=O)OC(C)(C)C)=O)[C@@H](C)CCCCNC(=O)OC(C)(C)C)C(=C1)C(=O)OC methyl (S)-5-bromo-1-(6-((tert-butoxycarbonyl)amino)hexan-2-yl)-2-(3-(tert-butoxycarbonyl)benzamido)-1H-benzo[d]imidazole-7-carboxylate